FC1=C(C(=CC=C1)C)N1CCC(CC1)N1C(N(C=2C(C1)=CN(N2)C)CC=2N=NC=CC2OC(C)C)=O 5-[1-(2-Fluoro-6-methyl-phenyl)-piperidin-4-yl]-7-(4-isopropoxy-pyridazin-3-ylmethyl)-2-methyl-2,4,5,7-tetrahydro-pyrazolo[3,4-d]pyrimidin-6-on